N-BENZENESULFONYLBENZAMIDE C1(=CC=CC=C1)S(=O)(=O)NC(C1=CC=CC=C1)=O